C(C)(C)(C)C1=C(C=C(C(=C1)C)C(C)(C)C)O 2,5-di-tert-butyl-4-methyl-phenol